C(C(C)C)C1NS(C2=C(N1)C=CC(=C2)C)(=O)=O 3-isobutyl-7-methyl-3,4-dihydro-2h-benzo[e][1,2,4]thiadiazine-1,1-dioxide